1-bromo-8-chloro-3-(5-(difluoromethyl)-1,3,4-thiadiazol-2-yl)-N-(3-methyloxetane-3-yl)-N-((2-(trimethylsilyl)ethoxy)methyl)imidazo[1,5-a]pyridine-6-sulfonamide BrC=1N=C(N2C1C(=CC(=C2)S(=O)(=O)N(COCC[Si](C)(C)C)C2(COC2)C)Cl)C=2SC(=NN2)C(F)F